2-azido-1,3-diethyl-4,5-dihydro-1H-imidazol-3-ium hexafluorophosphate F[P-](F)(F)(F)(F)F.N(=[N+]=[N-])C=1N(CC[N+]1CC)CC